n-propyl-alpha-bromoacrylate C(CC)OC(C(=C)Br)=O